2-(4-(aminomethyl)piperidin-1-yl)-1-(4-fluorophenyl)ethan-1-one hydrochloride Cl.NCC1CCN(CC1)CC(=O)C1=CC=C(C=C1)F